4-(4-bromophenyl)-1-(2,2,2-trifluoroethyl)piperidine BrC1=CC=C(C=C1)C1CCN(CC1)CC(F)(F)F